3-((7-(5-(difluoromethyl)-1H-pyrazol-4-yl)-4-oxoquinazolin-3(4H)-yl)methyl)-N-((2-fluoropyridin-4-yl)methyl)benzamide FC(C1=C(C=NN1)C1=CC=C2C(N(C=NC2=C1)CC=1C=C(C(=O)NCC2=CC(=NC=C2)F)C=CC1)=O)F